1-(4-phenylsulfonylphenyl)-octan-1-one-oxime C1(=CC=CC=C1)S(=O)(=O)C1=CC=C(C=C1)C(CCCCCCC)=NO